C(C)(C)(C)OC(N[C@H]1CN(CCC1)C1C(CC(C1)C1=CC=C(C=C1)F)N1N=C(C=C1)C#N)=O ((3R)-1-(2-(3-cyano-1H-pyrazol-1-yl)-4-(4-fluorophenyl)cyclopentyl)piperidin-3-yl)carbamic acid tert-butyl ester